N1=C2C(=NC=C1)CCC2 5,7-dihydrocyclopenta[b]pyrazine